7-(6-[(1R)-1-amino-8-azaspiro[4.5]decan-8-yl]-5-methyl-1H-pyrazolo[3,4-b]pyrazin-3-yl)-8-chloro-N,N-dimethyl-quinoxalin-2-amine N[C@@H]1CCCC12CCN(CC2)C2=C(N=C1C(=N2)NN=C1C1=CC=C2N=CC(=NC2=C1Cl)N(C)C)C